CC1=C(N=C(S1)N1CCN(CC1)C)CO (5-methyl-2-(4-methylpiperazin-1-yl)thiazol-4-yl)methanol